C1CC=C=CC1 4-Cyclohexadiene